FC(C(=O)O)(F)F.[C@H]12CNC[C@@H]2C1C1=NN(C2=C1C(=NC(=C2F)C2=CC(=CC1=CC=C(C(=C21)C#C)F)O)CC)C2CC2 4-(3-((1R,5S,6r)-3-azabicyclo[3.1.0]hexan-6-yl)-1-cyclopropyl-4-ethyl-7-fluoro-1H-pyrazolo[4,3-c]pyridin-6-yl)-5-ethynyl-6-fluoronaphthalen-2-ol 2,2,2-trifluoroacetate